tert-butyl 4-(6-amino-5-methoxypyridin-3-yl)piperazine-1-carboxylate NC1=C(C=C(C=N1)N1CCN(CC1)C(=O)OC(C)(C)C)OC